O1C(CCCC1)N1N=CC2=CC=C(C=C12)/C=C/C(=O)OC methyl (E)-3-(1-(tetrahydro-2H-pyran-2-yl)-1H-indazol-6-yl)acrylate